1-(4-(7-chloro-6-phenylquinazolin-4-yl)piperazin-1-yl)prop-2-en-1-one ClC1=C(C=C2C(=NC=NC2=C1)N1CCN(CC1)C(C=C)=O)C1=CC=CC=C1